C(=O)C=1C=C(C=CC1)C1=NC(=NC=C1)NC([O-])=O [4-(3-formylphenyl) pyrimidin-2-yl]Carbamate